OC1(CC1)C1=NN(C=N1)C1CC2(CN(C2)C(=O)N2CC3(C2)CC(C3)OC=3C(=NN(C3)C)C(F)(F)F)C1 [6-[3-(1-hydroxycyclopropyl)-1,2,4-triazol-1-yl]-2-azaspiro[3.3]heptan-2-yl]-[6-[1-methyl-3-(trifluoromethyl)pyrazol-4-yl]oxy-2-azaspiro[3.3]heptan-2-yl]methanone